methyl (2S)-2-[[(benzyloxy)carbonyl]amino]-3-[3-(4,4,5,5-tetramethyl-1,3,2-dioxaborolan-2-yl)bicyclo[1.1.1]pentan-1-yl]propanoate C(C1=CC=CC=C1)OC(=O)N[C@H](C(=O)OC)CC12CC(C1)(C2)B2OC(C(O2)(C)C)(C)C